4-(benzylsulfanyl)-2-chlorobenzonitrile C(C1=CC=CC=C1)SC1=CC(=C(C#N)C=C1)Cl